6-bromo-N-(3-fluoro-4-methoxyphenyl)-3-nitroquinolin-4-amine BrC=1C=C2C(=C(C=NC2=CC1)[N+](=O)[O-])NC1=CC(=C(C=C1)OC)F